2-(4-(4-(aminomethyl)-1-oxo-1,2-dihydrophthalazin-6-yl)-1-methyl-1H-pyrazol-5-yl)-6-cyclopropoxy-4-(trifluoromethoxy)benzonitrile NCC1=NNC(C2=CC=C(C=C12)C=1C=NN(C1C1=C(C#N)C(=CC(=C1)OC(F)(F)F)OC1CC1)C)=O